C(C)(C)(C)C1=CC=C(C(=C1)C1=C(C=C(C=C1C)C)C)O 5-(tert-butyl)-2',4',6'-trimethyl-[1,1'-biphenyl]-2-ol